C1=CN=C2N=CC=3C(=C21)C=CN3 dipyrrolo[2,3-b:3',2'-d]pyridine